ethyl 3-cyclopropyl-2-(2-oxo-5-(2-oxoethyl)-4-(trifluoromethyl)pyridin-1(2H)-yl)propanoate C1(CC1)CC(C(=O)OCC)N1C(C=C(C(=C1)CC=O)C(F)(F)F)=O